(S)-(5-amino-7-methoxyimidazo[1,2-c]quinazolin-2-yl)(2-(fluoromethyl)pyrrolidin-1-yl)methanone NC1=NC=2C(=CC=CC2C=2N1C=C(N2)C(=O)N2[C@@H](CCC2)CF)OC